C(C)(C)(C)OC(C(CC1=CC=CC=C1)N1OCN(OC1)C1=C(C=CC(=C1)Cl)N1N=NC=C1)=O 2-(4-(5-chloro-2-(1H-1,2,3-triazol-1-yl)phenyl)-2,5-dioxapiperazin-1-yl)-3-phenylpropionic acid tert-butyl ester